(S)-2-((4-(6-((5-fluorobenzo[d]oxazol-2-yl)methoxy)pyridin-2-yl)piperidin-1-yl)methyl)-1-((oxetan-2-yl)methyl)-1H-benzo[d]imidazole-6-carboxylic acid FC=1C=CC2=C(N=C(O2)COC2=CC=CC(=N2)C2CCN(CC2)CC2=NC3=C(N2C[C@H]2OCC2)C=C(C=C3)C(=O)O)C1